ClC1=CC(=C(C(=O)O)C=C1)C=1N=CN(C(C1)=O)[C@H]1CCC[C@H](C(NC=2C=NN(C2C=2C=CN=C1C2)C)=O)C 4-chloro-2-{1-[(9R,13S)-3,9-dimethyl-8-oxo-3,4,7,15-tetraazatricyclo[12.3.1.02,6]octadeca-1(18),2(6),4,14,16-pentaen-13-yl]-6-oxo-1,6-dihydropyrimidin-4-yl}benzoic acid